C12(C(=CC3=CC=CC=C13)C#CC=1C=NC=CC1)CCC1(CC2)OCCO1 3-(2-{dispiro[1,3-dioxolane-2,1'-cyclohexane-4',1''-inden]-2''-yl}ethynyl)pyridine